2-ethyl-6-methyl-N-(3-(4-(trifluoromethyl)phenyl)propyl)thieno[2,3-d]pyrimidin-4-amine C(C)C=1N=C(C2=C(N1)SC(=C2)C)NCCCC2=CC=C(C=C2)C(F)(F)F